N-(4-ethoxyphenyl)-7-(m-tolyl)pyrazolo[1,5-a]pyrimidine-2-carboxamide C(C)OC1=CC=C(C=C1)NC(=O)C1=NN2C(N=CC=C2C=2C=C(C=CC2)C)=C1